CC(CN1C(C=CC1=O)=O)(CC(CCN1C(C=CC1=O)=O)C)C (2,2,4-trimethylhexane-1,6-diyl)bis-1H-pyrrole-2,5-dione